C1(CCCC1)N(C(=O)OCC=1C(=NOC1C1=CC=C(C=N1)O[C@@H]1C[C@H](CCC1)C(=O)OC(C)C)C)C |r| (+/-)-isopropyl (1S,3S)-3-((6-(4-(((cyclopentyl(methyl)carbamoyl)oxy)methyl)-3-methylisoxazol-5-yl)pyridin-3-yl)oxy)cyclohexane-1-carboxylate